FC=1C=C(CN2C(=NC=3C2=NC=CC3)CCC(=O)N[C@@H](C)C3=NC=CC=C3)C=CC1F 3-[3-(3,4-Difluoro-benzyl)-3H-imidazo[4,5-b]pyridin-2-yl]-N-((S)-1-pyridin-2-yl-ethyl)-propionamide